4-bromo-7-chloro-2,3,5-trimethyl-1H-pyrrolo[2,3-c]pyridine BrC1=C2C(=C(N=C1C)Cl)NC(=C2C)C